C(N)(OC1=C(C=C(C(=C1)NC(C=C)=O)N(C)CCN(C)C)OC)=O (5-acrylamido-4-((2-(dimethylamino) ethyl) (methyl) amino)-2-methoxyphenyl) carbamate